((3-amino-4-(methylthio)phenethyl)pyridin-2-yl)carbamic acid tert-butyl ester C(C)(C)(C)OC(NC1=NC=CC=C1CCC1=CC(=C(C=C1)SC)N)=O